N-(6-bromopyridin-2-yl)-N-(4-penten-1-yl)acetamide BrC1=CC=CC(=N1)N(C(C)=O)CCCC=C